FC(C(=O)O)(F)F.BrC=1N=C(C=2N(C1)C=C(N2)[C@@H]2NCCC2)C (2R)-2-{6-bromo-8-methylimidazo[1,2-a]pyrazin-2-yl}pyrrolidine trifluoroacetate